CC1C=2N(CCN1)N=C(C2)C(F)(F)F 4-methyl-2-(trifluoromethyl)-4,5,6,7-tetrahydropyrazolo[1,5-a]pyrazine